6-(6-amino-5-cyano-pyrazolo[3,4-b]pyridin-1-yl)-4-[(1-methylsulfonyl-4-piperidyl)amino]pyridine-3-carboxylic acid NC1=C(C=C2C(=N1)N(N=C2)C2=CC(=C(C=N2)C(=O)O)NC2CCN(CC2)S(=O)(=O)C)C#N